N-(4-methyl-1,1-dioxidotetrahydro-2H-thiopyran-4-yl)-6-((3-(2,2,2-trifluoroethoxy)pyridin-2-yl)oxy)-3-vinylimidazo[1,2-a]pyridine-2-carboxamide CC1(CCS(CC1)(=O)=O)NC(=O)C=1N=C2N(C=C(C=C2)OC2=NC=CC=C2OCC(F)(F)F)C1C=C